[Ni].C(C=1C(O)=CC=CC1)=O.C(C=1C(O)=CC=CC1)=O disalicylaldehyde nickel